ClC=1C(=C(CNC(CN(C(CN2N=C(C3=CC(=CC=C23)NC(=O)N2CC(CCC2)(F)F)C(=O)N)=O)C(C)C)=O)C=CC1)F 1-(2-((2-((3-chloro-2-fluorobenzyl)amino)-2-oxoethyl)(isopropyl)amino)-2-oxoethyl)-5-(3,3-difluoropiperidine-1-carboxamido)-1H-indazole-3-carboxamide